(S,E)-2-(dodec-3-en-6-yloxy)-1-ethoxy-4-methylbenzene CC\C=C\C[C@H](CCCCCC)OC1=C(C=CC(=C1)C)OCC